3-(4-chlorophenyl)-1-(2,3-Dihydrobenzo[1,4]dioxin-2-ylmethyl)piperidine ClC1=CC=C(C=C1)C1CN(CCC1)CC1COC2=C(O1)C=CC=C2